aminopropyl-vinylether NCCCOC=C